4-(trifluoromethyl)-N-(4-(trifluoromethyl)bicyclo[2.2.2]oct-1-yl)benzamide FC(C1=CC=C(C(=O)NC23CCC(CC2)(CC3)C(F)(F)F)C=C1)(F)F